5-(4-(Hydroxymethyl)pyridin-3-yl)-N-((tetrahydro-2H-pyran-4-yl)methyl)-1H-indazole-3-carboxamide OCC1=C(C=NC=C1)C=1C=C2C(=NNC2=CC1)C(=O)NCC1CCOCC1